COC1=CC=C(C=N1)NC1(CN(C1)C=1OC2=C(C=C(C=C2C(C1)=O)C)C(C)NC1=C(C(=O)O)C=CC=C1)C 2-[1-[2-[3-[(6-Methoxy-3-pyridyl)amino]-3-methyl-azetidin-1-yl]-6-methyl-4-oxo-chromen-8-yl]ethylamino]benzoic acid